benzyl (2S)-2-amino-3-methylbutyrate N[C@H](C(=O)OCC1=CC=CC=C1)C(C)C